2-{[4-({[methoxy(methyl)carbamoyl]amino}methyl)-1H-1,3-benzodiazol-2-yl]amino}-2-[3-(trifluoromethyl)phenyl]propyl 2,2-dimethylpropanoate CC(C(=O)OCC(C)(C1=CC(=CC=C1)C(F)(F)F)NC1=NC2=C(N1)C=CC=C2CNC(N(C)OC)=O)(C)C